BrC1=CC=CC=2C=3N(C(=NC12)N[C@H]1C(NCCN(C1)C(=O)OCC1=CC=CC=C1)=O)N=C(N3)C=3C(=NN(C3)CC)C benzyl (6R)-6-{[7-bromo-2-(1-ethyl-3-methyl-1H-pyrazol-4-yl)[1,2,4]triazolo[1,5-c]quinazolin-5-yl] amino}-5-oxo-1,4-diazepane-1-carboxylate